C(C)(C)(C)OC(=O)N1CCN(CC1)C(CC(F)(F)F)=O.FC(CC(=O)N1CCNCC1)(F)F 3,3,3-trifluoro-1-(piperazin-1-yl)propan-1-one Tert-butyl-4-(3,3,3-trifluoropropanoyl)piperazin-1-carboxylate